ClC=1C=C2CCN(C(C2=C(C1)Cl)C)C(=O)[C@H]1CNCCC1 (6,8-dichloro-1-methyl-3,4-dihydroisoquinolin-2(1H)-yl)((R)-piperidin-3-yl)methanone